C(#N)C=1C(=C(C=CC1)C(C(F)(F)F)N(CCNC(OC(C)(C)C)=O)C1CC1)F tert-butyl (2-((1-(3-cyano-2-fluorophenyl)-2,2,2-trifluoroethyl)(cyclopropyl)amino) ethyl)carbamate